O1COC2=C1C=CC(=C2)C(C)N2CCN(CC2)C=2SC=C(N2)C(C)(C)C 2-(4-(1-(benzo[d][1,3]dioxol-5-yl)ethyl)piperazin-1-yl)-4-(tert-butyl)thiazole